FC=1C=C(CO[C@@H]2C[C@H](C2)C(=O)NCC2=C(C(=C(C=C2)C(F)(F)F)C=2NC(C=C(N2)C(F)F)=O)F)C=CC1F trans-3-[(3,4-difluorobenzyl)oxy]-N-{3-[4-(difluoromethyl)-6-oxo-1,6-dihydropyrimidin-2-yl]-2-fluoro-4-(trifluoromethyl)benzyl}cyclobutane-1-carboxamide